CC1(CCNCC1)CN (4-methylpiperidine-4-yl)methylamine